C(CCC)C1(CCCCC1)O 1-Butyl-cyclohexanol